CS(=O)(=O)OCC1(CC1)Cl (1-chlorocyclopropyl)methyl methanesulfonate